C(C)(C)(C)C=1C(=C(C=C(C1)OCCC[SiH2]C=C(C)C)N1N=C2C(=N1)C=CC(=C2)OC)O 2-[3'-tert-Butyl-5'-(3''-dimethylvinylsilylpropoxy)-2'-hydroxyphenyl]-5-methoxybenzotriazol